1,14-diaminotetradecane NCCCCCCCCCCCCCCN